CC(C#C)(C)O[Si](C)(C)OC(C#C)(C)C bis((1,1-dimethyl-2-propynyl)oxy)dimethylsilane